C(C)(C)(C)OC(=O)N1[C@H](O[C@H]([C@@H]1C1=CC=CC=C1)C(=O)O)C1=CC=C(C=C1)OC (2R,4S,5R)-3-tert-butoxycarbonyl-2-(4'-methoxyphenyl)-4-phenyl-1,3-oxazolidine-5-carboxylic acid